ClC=1C(=NC(=NC1)N1CCNCC1)NC=1C=C2C=C(C(N(C2=CC1)C)=O)OCC(=O)NC 2-((6-((5-chloro-2-(piperazin-1-yl)pyrimidin-4-yl)amino)-1-methyl-2-oxo-1,2-dihydroquinolin-3-yl)oxy)-N-methylacetamide